4-fluoro-1-isopropyl-2-methyl-6-(piperazin-1-yl)-1H-benzo[d]imidazole FC1=CC(=CC=2N(C(=NC21)C)C(C)C)N2CCNCC2